FC(C(=O)O)(F)F.NC=1C=2N(C=C(N1)C(=O)NC1C(COCC1)O)C(=CN2)C=2C=C1CN(C(C1=CC2)=O)[C@@H](C)C2CC2 8-Amino-3-(2-((S)-1-cyclopropylethyl)-1-oxoisoindolin-5-yl)-N-(3-hydroxytetrahydro-2H-pyran-4-yl)imidazo[1,2-a]pyrazine-6-carboxamide, trifluoroacetate salt